OC1=CC=C(C=C1)C(C)(C)C1=CC=C(C=C1)O Bis(4-hydroxyphenyl)propan